benzyl (2S)-2-[[(tert-butoxy) carbonyl] (methyl) amino]-4,4-difluoropentanoate C(C)(C)(C)OC(=O)N([C@H](C(=O)OCC1=CC=CC=C1)CC(C)(F)F)C